C1(CC1)COC1=CC=C2C(NC(=NC2=C1)CSC1CCNCC1)=O 7-(cyclopropylmethoxy)-2-((piperidin-4-ylsulfanyl)methyl)quinazolin-4(3H)-one